O=C1NCC[C@H]1C[C@H](N)C(=O)OC methyl 3-[(3S)-2-oxopyrrolidin-3-yl]-L-alaninate